4-((2,6-difluoro-4-(1-methyl-1H-pyrazol-3-yl)benzyl)oxy)phenyl sulfurofluoridate S(OC1=CC=C(C=C1)OCC1=C(C=C(C=C1F)C1=NN(C=C1)C)F)(=O)(=O)F